COC(=O)C1=C(C(=NC=C1OC1=C(C=C(C=C1)OC(F)(F)F)OC)C(F)(F)F)C 5-[2-methoxy-4-(trifluoromethoxy)phenoxy]-3-methyl-2-(trifluoromethyl)pyridine-4-carboxylic acid methyl ester